C1(=CC=CC=C1)C1=C(C(=C(C(=C1O)C1=CC=CC=C1)C1=CC=CC=C1)C(C)(C)C1=CC=C(C=C1)O)C1=CC=CC=C1 tetraphenyl-bisphenol a